5,6-dichloro-N-(2-hydroxy-2-pyrazin-2-yl-ethyl)-N-propyl-indane-2-carboxamide ClC=1C=C2CC(CC2=CC1Cl)C(=O)N(CCC)CC(C1=NC=CN=C1)O